ClC1=C(C=C2C(=N1)C=CN2C[C@@H]2CN(CC2)C(=O)OC(C)(C)C)C2=CC=C(C=C2)C#N tert-butyl (3R)-3-[[5-chloro-6-(4-cyanophenyl)pyrrolo[3,2-b]pyridin-1-yl]methyl]pyrrolidine-1-carboxylate